NCC1=C(C=C(C=C1)C1=NC=NC=2NC3=CC(=CC=C3C21)C2CCN(CC2)C(=O)OC(C)(C)C)C tert-butyl 4-[4-[4-(aminomethyl)-3-methylphenyl]-9H-pyrimido[4,5-b]indol-7-yl]piperidine-1-carboxylate